methyl-2-(2-cyclopropyl-4-methyl-1,3-dioxo-1,2,3,4-tetrahydroisoquinolin-4-yl)acetate COC(CC1(C(N(C(C2=CC=CC=C12)=O)C1CC1)=O)C)=O